2-{3-[(3S)-3-cyclopropylpiperazin-1-yl]-1,2,4-triazin-6-yl}-5-(3-methyl-[1,2,3]triazolo[1,5-a]pyridin-6-yl)phenol formate C(=O)OC1=C(C=CC(=C1)C=1C=CC=2N(C1)N=NC2C)C2=CN=C(N=N2)N2C[C@@H](NCC2)C2CC2